2,2-bis[4-(4-(4-aminobenzoylamino)-3-(triethoxysiloxy)phenoxy)phenyl]propane t-butyl-(3aR,5s,6aS)-5-hydroxyhexahydrocyclopenta[c]pyrrole-2(1H)-carboxylate C(C)(C)(C)OC(=O)N1C[C@@H]2[C@H](C1)CC(C2)O.NC2=CC=C(C(=O)NC1=C(C=C(OC3=CC=C(C=C3)C(C)(C)C3=CC=C(C=C3)OC3=CC(=C(C=C3)NC(C3=CC=C(C=C3)N)=O)O[Si](OCC)(OCC)OCC)C=C1)O[Si](OCC)(OCC)OCC)C=C2